N1=C(C=NC2=CC=CC=C12)C=1C=NN(C1)CCCCCC=O 6-(4-quinoxalin-2-ylpyrazol-1-yl)hexanal